2-(β-D-glucopyranosyl)-5-methyl-1,3,4-benzothiazole CC1=CC2=C(C=C1)SC(=N2)[C@H]3[C@@H]([C@H]([C@@H]([C@H](O3)CO)O)O)O